N-[[1-[3-amino-6-(3,5-difluoro-2-hydroxy-phenyl)pyridazin-4-yl]-4-phenyl-4-piperidyl]methyl]-4-[4-[4-[(2,6-dioxo-3-piperidyl)oxy]phenyl]-1-piperidyl]butanamide NC=1N=NC(=CC1N1CCC(CC1)(C1=CC=CC=C1)CNC(CCCN1CCC(CC1)C1=CC=C(C=C1)OC1C(NC(CC1)=O)=O)=O)C1=C(C(=CC(=C1)F)F)O